N-[(2-cyclobutyloxypyridin-4-yl)methyl]-1-(3,5-difluorophenyl)-3-methyl-5-oxopyrrolidine-3-carboxamid C1(CCC1)OC1=NC=CC(=C1)CNC(=O)C1(CN(C(C1)=O)C1=CC(=CC(=C1)F)F)C